tert-butyl 3-[3-(4-fluorophenyl)-1-bicyclo[1.1.1]pentanyl]azetidine-1-carboxylate FC1=CC=C(C=C1)C12CC(C1)(C2)C2CN(C2)C(=O)OC(C)(C)C